2-(bromomethyl)-3-chloro-5-((1-(fluoromethyl)cyclopropyl)ethynyl)pyridine BrCC1=NC=C(C=C1Cl)C#CC1(CC1)CF